[2-[[(3R)-1-Ethyl-3-piperidyl]amino]oxazolo[4,5-b]pyridin-5-yl]-3-hydroxy-5-(methoxymethyl)benzonitrile C(C)N1C[C@@H](CCC1)NC=1OC=2C(=NC(=CC2)C2=C(C#N)C=C(C=C2O)COC)N1